O[C@H]1C[C@@H](O[C@@H]1CO)N1C(NC(C=C1)=O)=O 1-((2R,4S,5R)-4-Hydroxy-5-(hydroxymethyl)tetrahydrofuran-2-yl)pyrimidine-2,4(1H,3H)-dione